3-methyl-2-[(6-methylpyridin-2-yl)carbamoyl]benzoic acid CC=1C(=C(C(=O)O)C=CC1)C(NC1=NC(=CC=C1)C)=O